ClC1=NC=C(C(=C1)N[C@H](CO)C1=CC=CC=C1)C=1OC=NN1 (S)-2-(2-chloro-5-(1,3,4-oxadiazol-2-yl)pyridin-4-ylamino)-2-phenylethanol